1,2,5-trimethyl-1H-pyrrole-3-carboxylic acid methyl ester COC(=O)C1=C(N(C(=C1)C)C)C